(trifluoromethyl)-1,3-dihydrobenzo[c][1,2]oxaborole FC(F)(F)B1OCC2=C1C=CC=C2